4,7-bis(4-(1-pyrrolidinyl)phenyl)-1,10-phenanthroline N1(CCCC1)C1=CC=C(C=C1)C1=CC=NC2=C3N=CC=C(C3=CC=C12)C1=CC=C(C=C1)N1CCCC1